C1CSS[C@@H]1CCCCC(=O)OP(=O)([O-])OC[C@@H]2[C@H]([C@H]([C@@H](O2)N3C=NC4=C(N=CN=C43)N)O)O The molecule is a lipoyl-AMP(1-) obtained by deprotonation of the phosphate OH group of (R)-lipoyl-AMP; major species at pH 7.3. It is a conjugate base of a (R)-lipoyl-AMP.